(S)-N-(3-chloro-4-cyanophenyl)-3-(6-fluoroindolin-1-yl)-2-hydroxy-2-methylpropanamide ClC=1C=C(C=CC1C#N)NC([C@@](CN1CCC2=CC=C(C=C12)F)(C)O)=O